N(=[N+]=[N-])C=1C=C(C=C(C(=O)NCCCCCNC(=O)N[C@H](C(=O)O)CCC(=O)O)C1)C(=O)NCCCCCNC(=O)N[C@H](C(=O)O)CCC(=O)O (2S,2'S)-2,2'-((((((5-azidoisophthaloyl)bis(azanediyl))bis(pentane-5,1-diyl))bis(azanediyl))bis(carbonyl))bis(azanediyl))dipentanedioic acid